C(CCCN1N=C(C=C1C(=O)NC1=CC(=CC=C1)OC)C1=CC=NC=C1)N1N=C(C=C1C(=O)NC1=CC(=CC=C1)OC)C1=CC=NC=C1 1,1'-(butane-1,4-diyl)bis(N-(3-methoxyphenyl)-3-(pyridin-4-yl)-1H-pyrazole-5-carboxamide)